methyl 1-((4-methylphenyl) carbamoyl)-1,2,3,4-tetrahydroquinoxaline-6-carboxylate CC1=CC=C(C=C1)NC(=O)N1CCNC2=CC(=CC=C12)C(=O)OC